1-(4-methoxy-5-(pyrazolo[1,5-a]pyridin-5-yl)pyrrolo[2,1-f][1,2,4]triazin-2-yl)cyclohexane-1,4-diamine COC1=NC(=NN2C1=C(C=C2)C2=CC=1N(C=C2)N=CC1)C1(CCC(CC1)N)N